FC1=CC=2[C@@](C3=CC=CC=C3C2C(=C1)C=1C=NN(C1)[C@H](C(=O)NNC1=CC=C(C=C1)F)C)(C(F)(F)F)O (S)-2-(4-((S)-2-fluoro-9-hydroxy-9-(trifluoromethyl)-9H-fluoren-4-yl)-1H-pyrazol-1-yl)-N'-(4-fluorophenyl)propanehydrazide